ClC1=CC=C2C(OC(C2=C1)C(C=1C=C(C(=O)N2CCN(CC2)C2=NC=C(C#N)C=C2)C=CC1)OC)=O 6-(4-(3-((6-Chloro-3-oxo-1,3-dihydroisobenzofuran-1-yl)(methoxy)methyl)benzoyl)piperazin-1-yl)nicotinonitrile